FC(COC1=C(C=CC=C1)N1C2=C(C=CC1=O)C(N(C2)C2=CC=C(C=C2)OC(F)(F)F)=O)(F)F 1-[2-(2,2,2-trifluoroethoxy)phenyl]-6-[4-(trifluoromethoxy)phenyl]-6,7-dihydro-1H-pyrrolo[3,4-b]pyridine-2,5-dione